ClC1=CC=C2C=CC=C3C4=C(C=CC5=CC=CC(C1=C23)=C45)Cl 1,7-dichloro-perylene